O[C@H](C(=O)OCC1=CC=CC=C1)CC1=CC=C(C=C1)SC(F)(F)F benzyl (2S)-2-hydroxy-3-[4-[(trifluoromethyl)sulfanyl]phenyl]propanoate